methyl-butenoic acid CC(C(=O)O)=CC